BrC1=CC(=C(C(=C1N)C)F)[N+](=O)[O-] 6-Bromo-3-fluoro-2-methyl-4-nitroaniline